ClC=1SC(=CC1[Se]C([2H])([2H])[2H])Cl 2,5-dichloro-3-((methyl-d3)seleno)thiophene